5-((4-methylphenyl)diazenyl)isophthalic acid CC1=CC=C(C=C1)N=NC=1C=C(C=C(C(=O)O)C1)C(=O)O